N-{3-[1-(2-nitrophenyl)-1H-pyrrol-2-yl]-allylidene}-aminoguanidine (+)-camphor-10-sulfonic acid salt C12(C(=O)CC(CC1)C2(C)C)CS(=O)(=O)O.[N+](=O)([O-])C2=C(C=CC=C2)N2C(=CC=C2)C=CC=NC(=NN)N